3-methyl-2-[2-[(3R,5R)-5-methylpyrrolidin-3-yl]pyrazolo[3,4-b]pyridin-6-yl]-5-(trifluoromethyl)phenol CC=1C(=C(C=C(C1)C(F)(F)F)O)C=1C=CC=2C(N1)=NN(C2)[C@H]2CN[C@@H](C2)C